ClC1=C2CN(C(C2=C(C=C1)NC1=C(C(C1=O)=O)N[C@H](C(C)(C)C)C=1OC(=CC1)C)=O)C1=C(C(=O)O)C=CC=C1 2-[4-chloro-7-[[2-[[(1R)-2,2-dimethyl-1-(5-methyl-2-furyl)propyl]amino]-3,4-dioxo-cyclobuten-1-yl]amino]-1-oxo-isoindolin-2-yl]benzoic acid